C1CCCC12CCCC2 spiro[4.4]-nonane